C(=O)C1=C(C=CC=C1)C=1C=NN(C1)CC(=O)O 2-(4-(2-formylphenyl)-1H-pyrazol-1-yl)acetic acid